3-(p-toluenesulfonyloxy)-2-hydroxy-2-phenyl-1-phenylpropyl ether CC1=CC=C(C=C1)S(=O)(=O)OCC(C(C1=CC=CC=C1)OC(C(COS(=O)(=O)C1=CC=C(C)C=C1)(O)C1=CC=CC=C1)C1=CC=CC=C1)(C1=CC=CC=C1)O